CS(=O)(=O)C1=NN(N=C1)C=1C(=NC=CN1)C(C)NC(C1=CC(=CC(=C1)C(F)(F)F)C(F)(F)F)=O N-[1-[3-(4-methylsulfonyltriazol-2-yl)pyrazin-2-yl]ethyl]-3,5-bis(trifluoromethyl)benzamide